C[C@H]1CC=C(NC1)C=1C=CC2=C(CC3(CCN(CC3)C3COC3)O2)C1 (S)-5-(5-methyl-1,4,5,6-tetrahydropyridin-2-yl)-1'-(oxetan-3-yl)-3H-spiro[benzofuran-2,4'-piperidine]